C(C=C)C1=NC(=CC=C1C1N(C2=CC=C(C=C2C(N1)=O)C(F)(F)F)C1=C(C=C(C=C1)F)CCCC=C)OC (2-allyl-6-methoxypyridin-3-yl)-1-(4-fluoro-2-(pent-4-en-1-yl)phenyl)-6-(trifluoromethyl)-2,3-dihydroquinazolin-4(1H)-one